calcium triaspartate N[C@@H](CC(=O)[O-])C(=O)[O-].N[C@@H](CC(=O)[O-])C(=O)[O-].N[C@@H](CC(=O)[O-])C(=O)[O-].[Ca+2].[Ca+2].[Ca+2]